C(C)C(C(=O)OCC(COC(C(CCCC)CC)=O)(COC(C(CCCC)CC)=O)COC(C(CCCC)CC)=O)CCCC Pentaerythritol tetrakis(ethylhexanoate)